2-octylphenyl-benzotriazole C(CCCCCCC)C1=C(C=CC=C1)C1=CC=CC=2NN=NC21